2-(3-(4-(tert-butoxycarbonyl)piperazin-1-yl)isoxazol-5-yl)-3-methylbutanoic acid C(C)(C)(C)OC(=O)N1CCN(CC1)C1=NOC(=C1)C(C(=O)O)C(C)C